ClC1=C(C=CC=C1OCOC)\C=C(/F)\C1=NC=C(C=O)C(=C1)OC (Z)-6-(2-(2-chloro-3-(methoxymethoxy)phenyl)-1-fluorovinyl)-4-methoxynicotinaldehyde